8,9-dichloro-1-methyl-2,3,4,5-tetrahydro-1H-benzo[d]azepine ClC=1C=CC2=C(C(CNCC2)C)C1Cl